azulene-4-amine hydrochloride Cl.C1=CC=C2C(=CC=CC=C12)N